N1C(=NCC1)CN1C(C2=CC(=CC=C2C2(CCNCC2)C1=O)C#N)C1CCC(CC1)C(C)C 2-((4,5-dihydro-1H-imidazol-2-yl)methyl)-1-((1s,4s)-4-isopropylcyclohexyl)-3-oxo-2,3-dihydro-1H-spiro[isoquinoline-4,4-piperidine]-7-carbonitrile